ClC1=CC2=C(OC3(C=NS2(=O)=O)CC3)N=C1 8'-Chloro-1',1'-dioxidospiro[cyclopropane-1,4'-pyrido[2,3-b][1,4,5]oxathiazepin]